5-bromo-3-[(1S)-1-phenylethoxy]pyridin-2-amine BrC=1C=C(C(=NC1)N)O[C@@H](C)C1=CC=CC=C1